C(\C=C/C(=O)O)(=O)O.ClC=1C=C(NC2=C(C=NC3=CC(=C(C=C23)NC(\C=C\CN(C)C)=O)OCC)C#N)C=CC1OCC1=NC=CC=C1 (E)-N-{4-[3-chloro-4-(2-pyridinylmethoxy)anilino]-3-cyano-7-ethoxy-6-quinolinyl}-4-(dimethylamino)-2-butenamide maleate salt